2-((1-(4-cyano-3,6-dimethyl-2-morpholinoquinolin-8-yl)ethyl)amino)benzoic acid C(#N)C1=C(C(=NC2=C(C=C(C=C12)C)C(C)NC1=C(C(=O)O)C=CC=C1)N1CCOCC1)C